Cl.S1C=NC=2N=CN=C(C21)N thiazolo[4,5-d]pyrimidin-7-amine, hydrochloride